2-(3-(2-(7,8-dimethyl-[1,2,4]triazolo[1,5-a]pyridin-6-yl)-3-isopropyl-1H-indol-5-yl)azetidin-1-yl)-N-methylacetamide CC1=C(C=2N(C=C1C=1NC3=CC=C(C=C3C1C(C)C)C1CN(C1)CC(=O)NC)N=CN2)C